N1=CC=NC2=CC(=CC=C12)C(C)N1CCN(CC1)C1=NC=C(C=N1)C(C)(C)O 2-(2-(4-(1-(quinoxalin-6-yl)ethyl)piperazin-1-yl)pyrimidin-5-yl)propan-2-ol